5-(azetidin-3-yloxy)-2-prop-1-ynyl-pyridine hydrochloride Cl.N1CC(C1)OC=1C=CC(=NC1)C#CC